ClC1=CC2=C(C(=N1)OC)[C@]1([C@@](O2)([C@@H]([C@H]([C@H]1O)C(=O)O)C1=CC=CC=C1)C1=CC=C(C=C1)C(F)(F)F)O |r| rac-(5aR,6S,7R,8R,8aS)-3-chloro-8,8a-dihydroxy-1-methoxy-6-phenyl-5a-(4-(trifluoromethyl)phenyl)-5a,7,8,8a-tetrahydro-6H-cyclopenta[4,5]furo[3,2-c]pyridine-7-carboxylic acid